C(C)NC(C[C@H]1C=2N(C3=C(C(=N1)C1=CC=C(C=C1)SC=1C=CC(=C(C1)B(O)O)F)C=C(C=C3)OC)C(=NN2)C)=O (5-((4-((4S)-4-(2-(ethylamino)-2-oxoethyl)-8-methoxy-1-methyl-4H-benzo[f][1,2,4]triazolo[4,3-a][1,4]diazepin-6-yl)phenyl)thio)-2-fluorophenyl)boronic acid